(R)-N-((S)-3-(3,4-dihydroisoquinolin-2(1H)-yl)-2-hydroxypropyl)-6-(trifluoromethyl)-5,6,7,8-tetrahydroimidazo[1,2-a]pyridine-2-carboxamide C1N(CCC2=CC=CC=C12)C[C@H](CNC(=O)C=1N=C2N(C[C@@H](CC2)C(F)(F)F)C1)O